BrC1=CC=C2C=3C=CC(=CC3C(C2=C1)(C)C)B(O)O 7-bromo-9,9-dimethylfluorene-2-boronic acid